CC1(CN(CCN1)C1=CC=C2C(=NN(C2=C1)C)N1C(NC(CC1)=O)=O)C [6-(3,3-dimethylpiperazin-1-yl)-1-methylindazol-3-yl]-1,3-diazinane-2,4-dione